ClC=1C(=NN(C1)CC1CCC(CC1)(F)F)C(F)(F)F 4-chloro-1-((4,4-difluorocyclohexyl)methyl)-3-(trifluoromethyl)-1H-pyrazole